5-amino-n-methyl-1H-imidazole-4-carboxamide NC1=C(N=CN1)C(=O)NC